magnesium-cadmium-manganese [Mn].[Cd].[Mg]